ClC[C@@H](COC1=C(C=C(C=C1)C(C)(C)C1=CC=C(C=C1)OC[C@H](CN1N=NC(=C1CO)I)O)I)O (R)-1-chloro-3-(4-(2-(4-((S)-2-hydroxy-3-(5-(hydroxymethyl)-4-iodo-1H-1,2,3-triazol-1-yl)propoxy)phenyl)propan-2-yl)-2-iodophenoxy)propan-2-ol